(Z)-7-(5-(2-ethoxybenzylidene)-2,4-dioxathiazolidin-3-yl)-N-hydroxyheptanamide C(C)OC1=C(\C=C/2\ON(OS2)CCCCCCC(=O)NO)C=CC=C1